BrC1=CC(=CC=2N=C3OCC4=NN(C=C4C3=NC12)C)F 7-bromo-5-fluoro-13-methyl-17-oxa-2,9,13,14-tetrazatetracyclo[8.7.0.03,8.011,15]heptadeca-1,3(8),4,6,9,11,14-heptaene